C=12C(=CC=C3C=CCC(C13)=O)C2 methanonaphthalen-8-one